C(C)[C@]1(C(OCC=2C(N3CC=4C(=NC=5C=C(C(=C6C5C4[C@H](CC6)NC([C@@H](CO)C)=O)C)F)C3=CC21)=O)=O)O (R)-N-((1S,9S)-9-ethyl-5-fluoro-9-hydroxy-4-methyl-10,13-dioxo-2,3,9,10,13,15-hexahydro-1H,12H-benzo[de]pyrano[3',4':6,7]indolizino[1,2-b]quinolin-1-yl)-3-hydroxy-2-methylpropanamide